NC1=C2C(=NC=N1)N(N=C2C2=CC(=C(C=C2)NC(=O)C=2N(C1=CC=CC=C1C2)C)OC)C2CCN(CC2)C2CCOCC2 N-(4-{4-Amino-1-[1-(Tetrahydro-2h-Pyran-4-Yl)piperidin-4-Yl]-1h-Pyrazolo[3,4-D]pyrimidin-3-Yl}-2-Methoxyphenyl)-1-Methyl-1h-Indole-2-Carboxamide